N-methyl-N-(4-methyl-5-(S-methylsulfonimidoyl)thiazol-2-yl)acetamide CN(C(C)=O)C=1SC(=C(N1)C)S(=O)(=N)C